ethyl 7-(4-(diphenylamino) phenyl)-2-methylpyrazolo[1,5-a]pyrimidine-3-carboxylate C1(=CC=CC=C1)N(C1=CC=C(C=C1)C1=CC=NC=2N1N=C(C2C(=O)OCC)C)C2=CC=CC=C2